C12(CC(C1)C2)N2N=C1N(C2=O)[C@@H](CC1)C1=CC(=CC(=C1)F)F (5S)-2-(bicyclo[1.1.1]pentan-1-yl)-5-(3,5-difluorophenyl)-2,5,6,7-tetrahydro-3H-pyrrolo[2,1-c][1,2,4]triazol-3-one